S-ethyl-N-[4-(trifluoromethyl)phenyl]isothiourea C(C)SC(NC1=CC=C(C=C1)C(F)(F)F)=N